C(C1CO1)OCCC[Si](O)(O)O 3-glycidoxypropylsilanetriol